FOP(=O)(OF)CC1=CC=C(C[C@H](NC(=O)OCC2C3=CC=CC=C3C=3C=CC=CC23)C(=O)O)C=C1 4-(Difluorophosphonomethyl)-N-(9-fluorenylmethyloxycarbonyl)-L-phenylalanine